NC1=C(N=CC2=C(C(=CC=C12)F)C1=C(N=CS1)C(=O)N)C(NCCC)=O 5-(4-amino-7-fluoro-3-(propylcarbamoyl)isoquinolin-8-yl)thiazole-4-carboxamide